C(C)(C)N1C(=NC(=C1)C(F)(F)F)C1=CC=C(C=C1)CNC 1-(4-(1-isopropyl-4-(trifluoromethyl)-1H-imidazol-2-yl)phenyl)-N-methylmethanamine